2-((3-(1-(3-cyano-5-isopropoxybenzyl)-1H-pyrazol-3-yl)-4'-(trifluoromethyl)-[1,1'-biphenyl]-4-yl)amino)-N-methylethane-1-sulfonamide C(#N)C=1C=C(CN2N=C(C=C2)C=2C=C(C=CC2NCCS(=O)(=O)NC)C2=CC=C(C=C2)C(F)(F)F)C=C(C1)OC(C)C